C(C)(C)(C)OC(=O)N[C@H]1CSC2=C(NC1=O)C=C(C(=C2)F)C(=O)O (3R)-3-(tert-Butoxycarbonylamino)-8-fluoro-4-oxo-3,5-dihydro-2H-1,5-benzothiazepine-7-formic acid